O=C1NC(CC[C@H]1NC(=O)C1=C(C=C(C=C1)N1CCN(CC1)C1CCNCC1)F)=O |r| (±)-4-(4-(4-((2,6-dioxopiperidin-3-yl)aminocarbonyl)-3-fluorophenyl)piperazin-1-yl)piperidine